fluoren-9-ylmethyl (3R)-3-(tert-butoxycarbonylamino)piperidine-1-carboxylate C(C)(C)(C)OC(=O)N[C@H]1CN(CCC1)C(=O)OCC1C2=CC=CC=C2C=2C=CC=CC12